2-((2-(cyclohex-1-en-1-yl)ethyl)amino)pyrimidine C1(=CCCCC1)CCNC1=NC=CC=N1